C(#N)C1=CC=C(C=C1)S(=O)(=O)NC1=C(N=CS1)C(=O)O 5-[(4-cyanophenyl)sulfonylamino]-1,3-thiazole-4-carboxylic acid